C1OCC12CCN(CC2)C[C@H]2CSC=1C(=C(C=C3C(=NC(N2C13)=O)N1[C@H](CN(CC1)C(C=C)=O)C)Cl)C1=C(C=C(C=C1)F)F (3S)-3-(2-oxa-7-azaspiro[3.5]nonan-7-ylmethyl)-7-((S)-4-acryloyl-2-methylpiperazin-1-yl)-9-chloro-10-(2,4-difluorophenyl)-2H-[1,4]thiazino[2,3,4-ij]quinazolin-5(3H)-one